C(C(C)C)N1CCCC2=CC=C(C=C12)[N+](=O)[O-] 1-isobutyl-7-nitro-1,2,3,4-tetrahydroquinoline